O[C@H]1CNCCC1 (R)-3-hydroxypiperidin